[Sn+2].C(CCCCC(C)C)C(C(=O)[O-])S.C(CCCCC(C)C)C(C(=O)[O-])S bis(isooctylthioglycolate) tin